NCCOCCOCCOCCOCCC(=O)NC1CCC(CC1)NC(CSC=1N(C(C=2NC=3C=CC=CC3C2N1)=O)C1=CC=CC=C1)=O 1-amino-N-(4-(2-((4-oxo-3-phenyl-4,5-dihydro-3H-pyrimido[5,4-b]indol-2-yl)thio)acetamido)cyclohexyl)-3,6,9,12-tetraoxapentadecan-15-amide